FC1=NC(=C2N=CN(C2=N1)C1OCCCCC1)NC\C=C(\CO)/C 2-fluoro-6-(E)-[(4-hydroxy-3-methylbut-2-en-1-yl)amino]-9-(oxepan-2-yl)-9H-purine